BrC=1C=CC2=C(C(=C(O2)C(N)=O)COC2=C(C=CC=C2)CC(=O)OCC)C1 ethyl 2-(2-((5-bromo-2-carbamoylbenzofuran-3-yl)methoxy)phenyl)acetate